CN1N=CC(=C1)C1=NNC2=C1N=C(N=C2)N2C1C(NCC2CC1)=O 8-(3-(1-methyl-1H-pyrazol-4-yl)-1H-pyrazolo[4,3-d]pyrimidin-5-yl)-3,8-diazabicyclo[3.2.1]octan-2-one